TERT-BUTYL N-((1R,2S,5S)-2-((2-((5-CHLOROPYRIDIN-2-YL)AMINO)-2-OXOACETYL)AMINO)-5-(DIMETHYLCARBAMOYL)CYCLOHEXYL)CARBAMAT ClC=1C=CC(=NC1)NC(C(=O)N[C@@H]1[C@@H](C[C@H](CC1)C(N(C)C)=O)NC(OC(C)(C)C)=O)=O